1-Tert-Butyl (((2S)-4-(3-(1-(2,6-dioxopiperidin-3-yl)-3-methyl-2-oxo-2,3-dihydro-1H-benzo[d]imidazol-5-yl)prop-2-yn-1-yl)morpholin-2-yl)methyl)(methyl)carbamate O=C1NC(CCC1N1C(N(C2=C1C=CC(=C2)C#CCN2C[C@H](OCC2)CN(C(OC(C)(C)C)=O)C)C)=O)=O